C(CCCCCCC\C=C/CCCCCCCC)(=O)OCCCCCCCCCCCCCCCCCC(=O)O 18-(oleoyloxy)stearic acid